CC1=C2COC(C2=CC=C1[C@H]1OCCN(C1)CC=1N=CN(C1)C1=CC=C(C=N1)C#N)=O (R)-6-(4-((2-(4-methyl-1-oxo-1,3-dihydroisobenzofuran-5-yl)morpholino)methyl)-1H-imidazol-1-yl)pyridine-3-carbonitrile